ClC1=C(C(=CC=C1)F)CC(=O)NC1=CC(=NC=C1)NC(C)=O N-{4-[2-(2-chloro-6-fluorophenyl)acetamido]pyridin-2-yl}acetamide